C(C)(=O)N[C@H](C(=O)N1[C@@H]([C@H]2C([C@H]2C1)(C)C)C(=O)O)C(C)(C)C (1R,2S,5S)-3-[(2S)-2-acetylamino-3,3-dimethyl-butyryl]-6,6-dimethyl-3-azabicyclo[3.1.0]hexane-2-carboxylic acid